(R)-1-((4-((3-bromo-2-chlorophenyl)amino)-2-(difluoromethyl)pyrido[3,2-d]pyrimidin-7-yl)methyl)pyrrolidin-3-ol BrC=1C(=C(C=CC1)NC=1C2=C(N=C(N1)C(F)F)C=C(C=N2)CN2C[C@@H](CC2)O)Cl